FC(C1(OCCO1)CC(=O)O)(F)F 2-trifluoromethyl-1,3-dioxolane-2-acetic acid